FC1([C@H](C1)C(=O)N1CC2(C1)CN(CC2CS(=O)(=O)CC2=NC(=CC=C2)C2=CC=C(C=C2)C(F)(F)F)C(=O)C2=NC=C(N=C2)O)F (2-((1R)-2,2-difluorocyclopropane-1-carbonyl)-8-((((6-(4-(trifluoromethyl)phenyl)pyridin-2-yl)methyl)sulfonyl)methyl)-2,6-diazaspiro[3.4]octan-6-yl)(5-hydroxypyrazin-2-yl)methanone